C1(CC1)CNC1=NC(=NC(=N1)NCC1CC1)C1=NC(=CC=C1)C(F)(F)F N2,N4-bis(cyclopropylmethyl)-6-(6-(trifluoromethyl)pyridin-2-yl)-1,3,5-triazine-2,4-diamine